1-(3,4-Dimethoxy-5-(methylseleno)phenyl)ethanone COC=1C=C(C=C(C1OC)[Se]C)C(C)=O